C(CO)(=O)OCCCC n-butyl glycolate